N-butyl-phenoxazine C(CCC)N1C2=CC=CC=C2OC=2C=CC=CC12